ClC=1C=C(C=C(C1)Cl)C1=CC(=C(C(=C1)C)F)O 3',5'-dichloro-4-fluoro-5-methyl-[1,1'-biphenyl]-3-ol